3-(4,4-difluorocyclohexyl)-2-oxopropanoic acid FC1(CCC(CC1)CC(C(=O)O)=O)F